tert-Butyl (1S,4S)-5-(4-((2,3-difluoro-4-hydroxyphenyl)amino)pyrido[3,2-d]pyrimidin-6-yl)-2,5-diazabicyclo[2.2.1]heptane-2-carboxylate FC1=C(C=CC(=C1F)O)NC=1C2=C(N=CN1)C=CC(=N2)N2[C@@H]1CN([C@H](C2)C1)C(=O)OC(C)(C)C